ethyl-1,3-benzothiazole C(C)C=1SC2=C(N1)C=CC=C2